2-[[5-chloro-2-cyano-3-(trifluoromethyl)phenyl]amino]-N-(4-fluorophenyl)-N-methylacetamide ClC=1C=C(C(=C(C1)NCC(=O)N(C)C1=CC=C(C=C1)F)C#N)C(F)(F)F